(2s,3s,4s,5r)-6-[4-[5-(4-fluorophenyl)-6-tetrahydropyran-4-yl-1H-pyrrolo[2,3-f]indazol-7-yl]benzoyl]oxy-3,4,5-trihydroxy-tetrahydropyran-2-carboxylic acid allyl ester C(C=C)OC(=O)[C@H]1OC([C@@H]([C@H]([C@@H]1O)O)O)OC(C1=CC=C(C=C1)C1=C(N(C=2C=C3C=NNC3=CC21)C2=CC=C(C=C2)F)C2CCOCC2)=O